N[C@@H]1CN(CC[C@H]1F)C1=NC2=C(N1[C@H]1C(N(CC1)C)=O)C=C(C(=C2)F)F (R)-3-(2-((3R,4R)-3-amino-4-fluoropiperidin-1-yl)-5,6-difluoro-1H-benzo[d]imidazol-1-yl)-1-methylpyrrolidin-2-one